(3-chlorophenyl)-N-[(4-cyclobutyl-2,5-dioxoimidazolidin-4-yl)methyl]-2H-1,2,3-triazole-4-carboxamide ClC=1C=C(C=CC1)N1N=CC(=N1)C(=O)NCC1(NC(NC1=O)=O)C1CCC1